Cl.C[C@H]1[C@@H]([C@@H]2CC[C@H]1C2)N (1R,2R,3R,4S)-3-methylbicyclo[2.2.1]heptan-2-amine hydrochloride